(S)-3-(3-acetyl-5-methylphenyl)-4-benzyl-1,3-oxazolidin-2-one C(C)(=O)C=1C=C(C=C(C1)C)N1C(OC[C@@H]1CC1=CC=CC=C1)=O